C12CC(CC2C1)C1=NC2=NC=NC(=C2N1)C(=O)NCC1=CC(=CC(=C1)C=1C=NN(C1)C)F 8-(bicyclo[3.1.0]hexan-3-yl)-N-(3-fluoro-5-(1-methyl-1H-pyrazol-4-yl)benzyl)-7H-purine-6-carboxamide